CC1([C@H]2CCC(C1=C)C2)C (1S)-2,2-Dimethyl-3-methylenebicyclo[2.2.1]heptane